2-(6-(2,4-difluorophenoxy)-2-azaspiro[3.3]heptan-2-yl)-3-(6-methoxypyrazin-2-yl)pyrido[3,4-b]pyrazine FC1=C(OC2CC3(CN(C3)C=3N=C4C(=NC3C3=NC(=CN=C3)OC)C=NC=C4)C2)C=CC(=C1)F